C(C(C)(C)C)OC1=CC=C(C=N1)B(O)O 6-(NEOPENTYLOXY)PYRIDINE-3-BORONIC ACID